(fluoro(2-(((3S,6S,9aS)-3-(3-(3-fluoropyridin-2-yl)azetidine-1-carbonyl)-5-oxooctahydro-1H-pyrrolo[1,2-a]azepin-6-yl)carbamoyl)benzo[b]thiophen-5-yl)methyl)phosphonic acid FC(C1=CC2=C(SC(=C2)C(N[C@H]2CCC[C@@H]3N(C2=O)[C@@H](CC3)C(=O)N3CC(C3)C3=NC=CC=C3F)=O)C=C1)P(O)(O)=O